COC1=C(C=CC=C1OC)C(C)=O 1-(2,3-Dimethoxyphenyl)ethan-1-one